BrC1=C(C=C2C(C=C(N(C2=C1)C1CCC2(CC2)CC1)C)=O)F 7-bromo-6-fluoro-2-methyl-1-{spiro[2.5]octan-6-yl}-1,4-dihydroquinolin-4-one